3-(((7-(2-Aminopyrimidin-4-yl)-2,3-dihydrofuro[3,2-c]pyridin-4-yl)amino)methyl)-N-cyclopropylbenzamid NC1=NC=CC(=N1)C=1C2=C(C(=NC1)NCC=1C=C(C(=O)NC3CC3)C=CC1)CCO2